BrC1C(CCC(C(CCC(C(CC1)Br)Br)Br)Br)Br 1,2,5,6,9,10-Hexa-bromocyclododecan